1-(2,6-dichlorobenzyl)-N-(9-((4-(pyridin-4-yl)piperazin-1-yl)methyl)-5,6-dihydro-4H-benzo[f]imidazo[1,2-a]azepin-4-yl)-1H-1,2,4-triazole-3-carboxamide ClC1=C(CN2N=C(N=C2)C(=O)NC2C=3N(C4=C(CC2)C=CC(=C4)CN4CCN(CC4)C4=CC=NC=C4)C=CN3)C(=CC=C1)Cl